tert-butyl (6-chloro-5-nitropyrimidin-4-yl)((2-(trimethylsilyl)ethoxy)methyl)carbamate ClC1=C(C(=NC=N1)N(C(OC(C)(C)C)=O)COCC[Si](C)(C)C)[N+](=O)[O-]